2-Amino-N-[5-[(1,5-dimethyl-1,2,4-triazol-3-yl)carbamoyl]-4-fluoro-2-methylphenyl]-1,3-thiazole-5-carboxamide NC=1SC(=CN1)C(=O)NC1=C(C=C(C(=C1)C(NC1=NN(C(=N1)C)C)=O)F)C